[N+](=O)([O-])C=1C=C2C=NN(C2=CC1)CC1=NC=CC=C1 5-nitro-1-(2-pyridylmethyl)indazole